(4-isobutylphenyl)(4-chloro-2,5-dihydroxyphenyl)methanone C(C(C)C)C1=CC=C(C=C1)C(=O)C1=C(C=C(C(=C1)O)Cl)O